(5-amino-2-((3-hydroxyazetidin-1-yl)methyl)-8-(pyrimidin-4-yl)-[1,2,4]triazolo[1,5-c]pyrimidin-7-yl)benzonitrile NC1=NC(=C(C=2N1N=C(N2)CN2CC(C2)O)C2=NC=NC=C2)C2=C(C#N)C=CC=C2